C(C)(C)(C)[S@@](=O)N[C@H]1CCC=2C(=CC=C(C12)F)C(=O)NC1=CC(=C(C=C1)F)Cl (S)-1-(((R)-tert-butylsulfinyl)amino)-N-(3-chloro-4-fluorophenyl)-7-fluoro-2,3-dihydro-1H-indene-4-carboxamide